(R,Z)-3-((5-(bicyclo[1.1.1]pentan-1-yl)-3-cyclopentyl-2-methyl-7-(methylthio)-1,1-dioxido-2,3,4,5-tetrahydrobenzo[f][1,2,5]thiadiazepin-8-yl)oxy)-2-fluoroacrylic acid C12(CC(C1)C2)N2C[C@H](N(S(C1=C2C=C(C(=C1)O\C=C(\C(=O)O)/F)SC)(=O)=O)C)C1CCCC1